octadecyl-ethyl-dimethoxysilane C(CCCCCCCCCCCCCCCCC)[Si](OC)(OC)CC